tertbutyl 3-fluoro-4-hydroxypyrrolidine-1-carboxylate FC1CN(CC1O)C(=O)OC(C)(C)C